C(C)OC=1C=C(C=CC1C=1NC(C2=C(N1)NN=N2)=O)C2=CC(=CC=C2)CC2C(NC(O2)=O)=O 5-((3'-Ethoxy-4'-(7-oxo-6,7-dihydro-3H-[1,2,3]triazolo[4,5-d]pyrimidin-5-yl)-[1,1'-biphenyl]-3-yl)methyl)oxazolidine-2,4-dione